COC1CN(C1)C=1C=C(C=C(C1)C)O 3-(3-methoxyazetidin-1-yl)-5-methylphenol